zinc cyclobutaneate salt C1(CCC1)C(=O)[O-].[Zn+2].C1(CCC1)C(=O)[O-]